methyl 4-(5-((3-(((4-fluoro-6-methoxy-2-(4-methoxy-4-oxobutanoyl)benzo[b]thiophen-5-yl)oxy)methyl)oxetan-3-yl)methoxy)-6-methoxybenzo[b]thiophen-2-yl)-4-oxobutanoate FC1=C(C(=CC=2SC(=CC21)C(CCC(=O)OC)=O)OC)OCC2(COC2)COC2=CC1=C(SC(=C1)C(CCC(=O)OC)=O)C=C2OC